(R)-2-chloro-N-(6-(difluoromethyl)-3-methylpyridazin-4-yl)-8-methyl-8-(trifluoromethyl)-7,8-dihydro-6H-pyrazolo[1,5-a]pyrrolo[2,3-e]pyrimidine-6-carboxamide ClC1=NN2C(N=CC3=C2[C@@](CN3C(=O)NC3=C(N=NC(=C3)C(F)F)C)(C(F)(F)F)C)=C1